ClC1=CC=C2C=C(N(C2=C1F)C=1C=NN(C1)CCO)C1CC1 6-chloro-2-cyclopropyl-7-fluoro-1-(1-(2-hydroxyethyl)-1H-pyrazol-4-yl)-1H-indole